C(C)(C)(C)OC(=O)N1CC2=C(CC1)N=C(S2)C2=C(C1=C(C(=N2)OS(=O)(=O)C(F)(F)F)C=CS1)C1=C(C=C(C=C1)F)OC 2-[7-(4-fluoro-2-methoxy-phenyl)-4-(trifluoromethylsulfonyloxy)thieno[3,2-c]pyridin-6-yl]-6,7-dihydro-4H-thiazolo[5,4-c]pyridine-5-carboxylic acid tert-butyl ester